FC=1C(=C(C#N)C(=CC1)F)OC=1C=C2C(N(C=NC2=CC1)CCF)=O 3,6-difluoro-2-((3-(2-fluoroethyl)-4-oxo-3,4-dihydroquinazolin-6-yl)oxy)benzonitrile